N1(CCNCC1)S(=O)(=O)C1=CC=C(C=C1)NC(=O)NCC1=CC=NC=C1 (4-(piperazin-1-ylsulfonyl)phenyl)-3-(pyridin-4-ylmethyl)urea